C(C)(C)(C)OC(N[C@@H]([C@H](C1=CC=C(C=C1)C)O)C)=O tert-Butyl((1S,2R)-1-hydroxy-1-(p-tolyl)propan-2-yl)carbamate